C1(CC1)CC1=C(C=NN1C)C1=NC(=NC=C1)NC1CCC(CC1)NCCOC (1R,4R)-N1-(4-(5-(cyclopropyl-methyl)-1-methyl-1H-pyrazol-4-yl)pyrimidin-2-yl)-N4-(2-methoxyethyl)cyclohexane-1,4-diamine